tert-butyl ((5-((R)-1-((2S,4R)-1-((9,9-difluoro-9H-fluorene-3-carbonyl)glycyl)-4-(methylsulfonyl)pyrrolidine-2-carboxamido)ethyl)thiophen-3-yl)(imino)methyl)carbamate FC1(C2=CC=CC=C2C=2C=C(C=CC12)C(=O)NCC(=O)N1[C@@H](C[C@H](C1)S(=O)(=O)C)C(=O)N[C@H](C)C1=CC(=CS1)C(=N)NC(OC(C)(C)C)=O)F